N=1NC(C=CC1)=S pyridazin-3(2H)-thione